FC(C(=O)O)(F)F.C(CCC(=O)O)(=O)O.C(CCC(=O)O)(=O)O disuccinic acid trifluoroacetate